8-bromo-6-fluoro-2-hydroxy-3-methyl-quinoline-4-carboxylic acid BrC=1C=C(C=C2C(=C(C(=NC12)O)C)C(=O)O)F